CC=1C(=NOC1)O methyl-3-hydroxyisoxazole